N-(7-chloro-6-(1-((3S,4S)-4-hydroxy-3-methyltetrahydrofuran-3-yl)piperidin-4-yl)isoquinolin-3-yl)-2-(3-methyl-1,2,4-oxadiazol-5-yl)cyclopropane-1-carboxamide ClC1=C(C=C2C=C(N=CC2=C1)NC(=O)C1C(C1)C1=NC(=NO1)C)C1CCN(CC1)[C@]1(COC[C@H]1O)C